(3S)-1-{3-fluoro-4-[7-(4-fluorophenyl)-5-[(1R)-1-methyl-1,2,3,4-tetrahydroisoquinoline-2-carbonyl]pyrazolo[1,5-a]pyrimidin-2-yl]phenyl}pyrrolidine-3-carboxylic acid FC=1C=C(C=CC1C1=NN2C(N=C(C=C2C2=CC=C(C=C2)F)C(=O)N2[C@@H](C3=CC=CC=C3CC2)C)=C1)N1C[C@H](CC1)C(=O)O